lead-germanium bromine [Br].[Ge].[Pb]